1-[(2R,3R,4S,5R)-4-(benzyloxy)-5-[(benzyloxy)methyl]-3-hydroxy-5-(2,2,2-trifluoroethyl)oxolan-2-yl]-3H-pyrimidine-2,4-dione C(C1=CC=CC=C1)O[C@H]1[C@H]([C@@H](O[C@]1(CC(F)(F)F)COCC1=CC=CC=C1)N1C(NC(C=C1)=O)=O)O